(7S)-2-Methyl-7-phenyl-7-({[5-(4H-1,2,4-triazol-4-yl)pyridin-2-yl]carbonyl}amino)-6,7,8,9-tetrahydropyrido[1,2-a]indol CC=1C=C2C=C3N(C2=CC1)C[C@@](CC3)(NC(=O)C3=NC=C(C=C3)N3C=NN=C3)C3=CC=CC=C3